tert-butyl (1R,3R)-1-(((R)-tert-butylsulfinyl)amino)-3-hydroxy-8-azaspiro[4.5]decane-8-carboxylate C(C)(C)(C)[S@@](=O)N[C@@H]1C[C@@H](CC12CCN(CC2)C(=O)OC(C)(C)C)O